N-(2-hydroxy-2-(pyridin-3-yl)ethyl)-N-propylquinazoline-7-carboxamide OC(CN(C(=O)C1=CC=C2C=NC=NC2=C1)CCC)C=1C=NC=CC1